N-(6-amino-5-methylpyridin-3-yl)-2-(1',5-dimethyl-[2,4'-bipiperidin]-1-yl)-2-oxoacetamide NC1=C(C=C(C=N1)NC(C(=O)N1C(CCC(C1)C)C1CCN(CC1)C)=O)C